COC=1C=C(C=CC1C)NC(=O)C1CCC(CC1)N1C(NC2=C(C=CC(=C2C1)C)N1CC(C1)OC)=O (1s,4s)-N-(3-Methoxy-4-methylphenyl)-4-(8-(3-methoxyazetidin-1-yl)-5-methyl-2-oxo-1,2-dihydroquinazolin-3(4H)-yl)cyclohexanecarboxamide